N1=C(C=CC=C1)N1CC(C(CC1)NS(=O)(=O)C)CO[C@H]1CC=C(CC1)B1OC(C(O1)(C)C)(C)C N-[1-(pyridin-2-yl)-3-([[(1R)-4-(4,4,5,5-tetramethyl-1,3,2-dioxaborolan-2-yl)cyclohex-3-en-1-yl]oxy]methyl)piperidin-4-yl]methanesulfonamide